CC(C)(CC(C)C)C 2,2,4-TRIMETHYL-PENTANE